O=C1NC=2C(=NC=CC2)N1C=1C=CC(=NC1)OC1=C(C=C(C#N)C=C1)C(F)(F)F 4-[[5-(2-oxo-1H-imidazo[4,5-b]pyridin-3-yl)-2-pyridinyl]oxy]-3-(trifluoromethyl)benzonitrile